2-nonylundecyl 8-{(1H-imidazole-1-carbonyl)[(1r,3r)-3-{2-[(2-octyldecyl)oxy]-2-oxoethyl}cyclobutyl]amino}octanoate N1(C=NC=C1)C(=O)N(CCCCCCCC(=O)OCC(CCCCCCCCC)CCCCCCCCC)C1CC(C1)CC(=O)OCC(CCCCCCCC)CCCCCCCC